5-Fluoro-2-(3-(1-((4-hydroxycyclohexyl)methyl)piperidin-4-yl)-1H-pyrrolo[2,3-c]pyridin-1-yl)-N-isopropyl-N-methylbenzamid FC=1C=CC(=C(C(=O)N(C)C(C)C)C1)N1C=C(C=2C1=CN=CC2)C2CCN(CC2)CC2CCC(CC2)O